C1(CC1)N1N=CC(=C1)C1=CC2=C(N=C3N2[C@H]2C4=C(C(N([C@@H]3C2)C([2H])([2H])[2H])=O)C=CC=C4C#C)C=C1 (7R,14R)-11-(1-cyclopropyl-1H-pyrazol-4-yl)-1-ethynyl-6-(methyl-d3)-6,7-dihydro-7,14-methanobenzo[f]benzo[4,5]imidazo[1,2-a][1,4]diazocin-5(14H)-one